6-bromo-7-fluoro-2-[(4S)-2-hydroxy-4-[[6-oxo-5-(trifluoromethyl)-1-(2-trimethylsilylethoxymethyl)pyridazin-4-yl]amino]pentyl]isoquinolin-1-one BrC=1C=C2C=CN(C(C2=CC1F)=O)CC(C[C@H](C)NC=1C=NN(C(C1C(F)(F)F)=O)COCC[Si](C)(C)C)O